(1aR,5aR)-2-Pyrazin-2-yl-1a,2,5,5a-tetrahydro-1H-2,3-diaza-cyclopropa[a]pentalene-4-carboxylic acid [(R)-2-hydroxy-1-(tetrahydro-pyran-4-yl)-ethyl]-amide OC[C@@H](C1CCOCC1)NC(=O)C=1C=2C[C@@H]3[C@H](C2N(N1)C1=NC=CN=C1)C3